(E)-N-(3-(4-(4-(2-cyano-3-(pyridin-3-yl)guanidino)butanoyl)piperazine-1-carbonyl)phenyl)-3-(2,5-dioxo-2,5-dihydro-1H-pyrrol-1-yl)propenamide C(#N)N=C(NCCCC(=O)N1CCN(CC1)C(=O)C=1C=C(C=CC1)NC(\C=C\N1C(C=CC1=O)=O)=O)NC=1C=NC=CC1